NCCCO[Si](OC)(OC)CCCN (aminoethyl)-3-aminopropyltrimethoxysilane